N1[C@@H](C[C@@H]2CCCC[C@H]12)C(=O)O (2S,3aS,7aS)-octahydro-1H-indole-2-carboxylic acid